C(C)OC(CC(=O)Cl)=O.C(#N)C(C(=O)NC=1SC=CN1)C(=O)C1=CC(=C(C(=C1)[N+](=O)[O-])O)O 2-cyano-3-(3,4-dihydroxy-5-nitrophenyl)-3-oxo-N-(thiazol-2-yl)propanamide Ethyl-3-chloro-3-oxopropanoate